2-(2-chlorophenyl)-N-[4-(3-methyl-1H-1,2,4-triazol-1-yl)-3-sulfamylphenyl]acetamide ClC1=C(C=CC=C1)CC(=O)NC1=CC(=C(C=C1)N1N=C(N=C1)C)S(N)(=O)=O